C(C)(C)(C)C1=CC=C(C=C1)C=1OC2=C(C1C1=C(C(C(C1(F)F)(F)F)(F)F)F)C=CC=C2 2-(4-(tert-butyl)phenyl)-3-(perfluorocyclopent-1-en-1-yl)benzofuran